Tert-butyl (R)-2-ethyl-4-(3-fluoropyridin-4-yl)piperazine-1-carboxylate C(C)[C@H]1N(CCN(C1)C1=C(C=NC=C1)F)C(=O)OC(C)(C)C